tert-butyl (2-(1-(4-(4-(4-(2-((tert-butoxy carbonyl)amino)-2-methylpropanoyl) piperazine-1-carboxamido)-2-oxopyrimidin-1(2H)-yl)phenyl)butan-2-yl)octahydro-1H-isoindol-5-yl)carbamate C(C)(C)(C)OC(=O)NC(C(=O)N1CCN(CC1)C(=O)NC1=NC(N(C=C1)C1=CC=C(C=C1)CC(CC)N1CC2CCC(CC2C1)NC(OC(C)(C)C)=O)=O)(C)C